8-methoxy-2-methyl-4H-pyrido[1,2-a]pyrimidin-4-one COC1=CC=2N(C(C=C(N2)C)=O)C=C1